(tert-butoxycarbonyl)-L-lysylglycine C(C)(C)(C)OC(=O)N[C@@H](CCCCN)C(=O)NCC(=O)O